CN1N=CC2=CC=C(C=C12)C=1C2=C(NN1)C1=C(C2)SC(=C1)C1=CC(=NC=C1)N1CCN(CC1)C 3-(1-Methyl-1H-indazol-6-yl)-6-(2-(4-methylpiperazin-1-yl)pyridin-4-yl)-1,4-dihydrothieno[2',3':4,5]cyclopenta[1,2-c]pyrazole